NC1=C(C=CC(=N1)C(=O)NC)C1=C(C=CC(=C1)N)F 6-amino-5-(5-amino-2-fluorophenyl)-N-methylpyridinecarboxamide